C(C)C1=CC=C(C=C1)S(=O)(=O)C=1C=NC2=CC=C(C=C2C1N1CCN(CC1)C1=CC=CC=C1)OC 3-((4-ethylphenyl)sulfonyl)-6-methoxy-4-(4-phenylpiperazin-1-yl)quinoline